C(C)(C)N1CCC(CC1)NC1=NC(=NC2=CC(=C(C=C12)OC)C#CCCN1CCCCC1)N1CCN(CCC1)C N-(1-isopropylpiperidine-4-yl)-6-methoxy-2-(4-methyl-1,4-diazepane-1-yl)-7-(4-(piperidine-1-yl)but-1-yn-1-yl)quinazolin-4-amine